(E)-α-benzyl-cinnamyl alcohol C(C1=CC=CC=C1)/C(/CO)=C\C1=CC=CC=C1